ClC1=CC=C(C=C1)CC(=O)N1CC2(CN(C2)C(C(=O)C2=CC=CC=C2)(C)C)C1 2-(6-(2-(4-chlorophenyl)acetyl)-2,6-diazaspiro[3.3]heptan-2-yl)-2-methyl-1-phenylpropan-1-one